2-(5-{[(1S,2S,3R,5R)-2-fluoro-8-azabicyclo[3.2.1]octan-3-yl](methyl)amino}pyrazin-2-yl)-5-(1H-indazol-4-yl)phenol F[C@H]1[C@@H]2CC[C@H](C[C@H]1N(C=1N=CC(=NC1)C1=C(C=C(C=C1)C1=C3C=NNC3=CC=C1)O)C)N2